1-amino-N-(3,4-dimethoxyphenyl)cyclopentane-1-formamide NC1(CCCC1)C(=O)NC1=CC(=C(C=C1)OC)OC